6,8-dimethyl-5-[(3-morpholinopropyl)amino]-1,3-diphenylpyrido[2,3-d]pyrimidine-2,4,7(1H,3H,8H)-trione CC1=C(C2=C(N(C(N(C2=O)C2=CC=CC=C2)=O)C2=CC=CC=C2)N(C1=O)C)NCCCN1CCOCC1